2-fluoro-1-phenylpropane FC(CC1=CC=CC=C1)C